The molecule is a benzophenanthridine alkaloid obtained by selective hydrogenation of the 13,14-position of sanguinarine. It has a role as a metabolite and an antifungal agent. It derives from a hydride of a sanguinarine. CN1CC2=C(C=CC3=C2OCO3)C4=C1C5=CC6=C(C=C5C=C4)OCO6